C(C1=CC=CC=C1)N1C=NC(=C1)C(=O)NC[C@@H]1CN(CC1)C(=O)OC(C)(C)C tert-butyl (R)-3-((1-benzyl-1H-imidazole-4-carboxamido)methyl)pyrrolidine-1-carboxylate